N1=CC=CC(=C1)C1N(C)CCC1.C(CCCCCCC)N1CC=CC=C1 N-octylpyridine nicotine salt